C(#N)C1N(CSC1)C(CNC(=O)C1=CC=NC2=CC=C(C=C12)N1CCOCC1)=O N-(2-(4-cyanothiazolidin-3-yl)-2-oxoethyl)-6-morpholino-quinoline-4-carboxamide